C(C)(=O)NC1=C(C(=O)NC=2SC(=C(N2)C)[N+](=O)[O-])C=CC(=C1)NCCOCCOCCOCCOCCOCCOCCN 2-Acetamido-4-((20-amino-3,6,9,12,15,18-hexaoxaicosyl)amino)-N-(4-methyl-5-nitrothiazol-2-yl)benzamide